6-(difluoromethyl)-5-fluoro-N-((3R,4R)-3-fluoro-1-(methylsulfonyl)piperidin-4-yl)-7-isopropylpyrrolo[2,1-f][1,2,4]triazin-2-amine FC(C=1C(=C2C=NC(=NN2C1C(C)C)N[C@H]1[C@@H](CN(CC1)S(=O)(=O)C)F)F)F